(S)-1-(4-(4-fluorophenyl)-3,4-dihydroquinoxalin-1(2H)-yl)-3-(3-hydroxypyrrolidin-1-yl)propane-1-on FC1=CC=C(C=C1)N1CCN(C2=CC=CC=C12)C(CCN1C[C@H](CC1)O)=O